N-(pyridin-3-yl)-5-{[3-(4-{[(1r,4r)-4-(dimethylamino)cyclohexyl]amino}-1-(2,2,2-trifluoroethyl)-1H-indol-2-yl)prop-2-yn-1-yl]amino}pyridine-2-carboxamide N1=CC(=CC=C1)NC(=O)C1=NC=C(C=C1)NCC#CC=1N(C2=CC=CC(=C2C1)NC1CCC(CC1)N(C)C)CC(F)(F)F